2Z-decen-4-yne C=CCC#CCCCCC